C(C=C)N1C(=CC=C1)[C@H](OC1=NC(=NC(=C1C1=CC=CC=C1)O[C@H](C1=CC=CC2=CC=CC=C12)C=1N(C=CC1)CC=C)C1=CC=CC=C1)C1=CC=CC2=CC=CC=C12 4,6-Bis((R)-((S)-1-allyl-2-pyrrolyl)(1-naphthyl)methoxy)-2,5-diphenylpyrimidine